O[C@H]1COCC[C@@H]1NC(=O)C1=CC(=C2C(=N1)CCO2)CC2=CC=C(C=C2)C=2N=NN(C2)C N-((3R,4S)-3-hydroxytetrahydro-2H-pyran-4-yl)-7-(4-(1-methyl-1H-1,2,3-triazol-4-yl)benzyl)-2,3-dihydrofuro[3,2-b]pyridine-5-carboxamide